(4S)-1-Cyclobutoxy-5,5-difluoro-3-methanesulfonyl-4H,5H,6H-cyclopenta[c]thiophen-4-ol C1(CCC1)OC=1SC(=C2C1CC([C@H]2O)(F)F)S(=O)(=O)C